CN(C(OC(C)(C)C)=O)CC(C)OC=1C=NC=CC1C1=C(C2=NC=CC=C2N1)C1=CC=CC=C1 tert-butyl methyl[2-{[4-(3-phenyl-1H-pyrrolo[3,2-b]pyridin-2-yl)pyridin-3-yl]oxy}propyl]carbamate